NC1(CCN(CC1)C1=NC(=C2C(=N1)NN=C2C2=C(C(=CC=C2)Cl)Cl)C#N)C2=CC=C(C=C2)Cl 6-(4-Amino-4-(4-chlorophenyl)piperidin-1-yl)-3-(2,3-dichlorophenyl)-1H-pyrazolo[3,4-d]pyrimidine-4-carbonitrile